4-((2'-((((1R,2S)-1-(3,5-bis(trifluoromethyl)phenyl)-1-hydroxypropan-2-yl)(isopropyl)amino)methyl)-4-chloro-6-methoxy-4'-(trifluoromethyl)-[1,1'-biphenyl]-3-yl)oxy)butanoic acid FC(C=1C=C(C=C(C1)C(F)(F)F)[C@H]([C@H](C)N(C(C)C)CC1=C(C=CC(=C1)C(F)(F)F)C1=CC(=C(C=C1OC)Cl)OCCCC(=O)O)O)(F)F